1-(4-(5-cyanopyridin-3-yl)-5-(isopropylsulfanyl)thiazol-2-yl)-4-(3-fluorophenyl)-3-methyl-1H-pyrazole-5-carboxylic acid C(#N)C=1C=C(C=NC1)C=1N=C(SC1SC(C)C)N1N=C(C(=C1C(=O)O)C1=CC(=CC=C1)F)C